ClC1=CC=C(C=C1)[C@H](CC1=NOC(=N1)CN1C(N(C=C(C1=O)C)C=1C=NNC1)=O)O 3-({3-[(2S)-2-(4-chlorophenyl)-2-hydroxyethyl]-1,2,4-oxadiazol-5-yl}methyl)-5-methyl-1-(1H-pyrazol-4-yl)-1,2,3,4-tetrahydropyrimidine-2,4-dione